4-(aminomethyl)-2,3-difluoroaniline NCC1=C(C(=C(N)C=C1)F)F